imidazo[1,2-A]pyridine-3-formic acid N=1C=C(N2C1C=CC=C2)C(=O)O